BrC1=C(C=C(S1)C(=O)OC)C1=NC=C(C=C1OCC1=CC(=CC(=C1)F)F)F methyl 5-bromo-4-{3-[(3,5-difluorophenyl)methoxy]-5-fluoropyridin-2-yl}thiophene-2-carboxylate